3,5-di-9H-carbazol-9-yl-N,N-bis[4-[[6-[(3-ethyl-3-oxetanyl)methoxy]hexyl]oxy]phenyl]-benzenamine C1=CC=CC=2C3=CC=CC=C3N(C12)C=1C=C(C=C(C1)N1C2=CC=CC=C2C=2C=CC=CC12)N(C1=CC=C(C=C1)OCCCCCCOCC1(COC1)CC)C1=CC=C(C=C1)OCCCCCCOCC1(COC1)CC